5,5'-((5-(4,6-diphenylpyrimidin-2-yl)-1,3-phenylene)bis(9H-carbazole-9,3-diyl))bis(5H-pyrido[4,3-b]indole) C1(=CC=CC=C1)C1=NC(=NC(=C1)C1=CC=CC=C1)C=1C=C(C=C(C1)N1C2=CC=CC=C2C=2C=C(C=CC12)N1C2=C(C=3C=CC=CC13)C=NC=C2)N2C1=CC=CC=C1C=1C=C(C=CC21)N2C1=C(C=3C=CC=CC23)C=NC=C1